IC1=C(C(=O)OC)C=C(C=C1)[N+](=O)[O-] methyl 2-iodo-5-nitrobenzoate